C(C1=CC=CC=C1)N(C(=O)Cl)C benzyl-(methyl)carbamoyl chloride